(4-((1H-1,2,4-triazol-1-yl)-sulfonyl)phenyl)(4-(3-methoxyphenyl)piperazin-1-yl)-methanone N1(N=CN=C1)S(=O)(=O)C1=CC=C(C=C1)C(=O)N1CCN(CC1)C1=CC(=CC=C1)OC